(E)-N-(tert-butyl)-3-(2-(3-(2-((1,5-dimethyl-1H-pyrazol-3-yl)amino)-5-methylpyrimidin-4-yl)-1H-indol-7-yl)-1-oxoisoindolin-4-yl)acrylamide C(C)(C)(C)NC(\C=C\C1=C2CN(C(C2=CC=C1)=O)C=1C=CC=C2C(=CNC12)C1=NC(=NC=C1C)NC1=NN(C(=C1)C)C)=O